(4-chloro-2-fluoro-phenyl)-2,3-dimethyl-7-[(2R,4S)-2-(1H-pyrazol-4-yl)tetrahydropyran-4-yl]pyrazino[1,2-a]pyrimidin-4-one ClC1=CC(=C(C=C1)C1=C(N=CC=2N1C(C(=C(N2)C)C)=O)[C@@H]2C[C@@H](OCC2)C=2C=NNC2)F